C1(CC1)C1=NC(=CC=C1C(=O)N1C[C@H]([C@@]2(CC1)NCC1=CC=CC=C1C2)O)C (2-cyclopropyl-6-methyl-3-pyridinyl)[(3R,3'R)-3'-hydroxy-1,4-dihydro-1'H,2H-spiro[isoquinoline-3,4'-piperidin]-1'-yl]methanone